The molecule is a steroid ester that is the 3,12-diacetyl derivative of digoxigenin. It is a 14beta-hydroxy steroid and a steroid ester. It derives from a digoxigenin. CC(=O)O[C@H]1CC[C@]2([C@@H](C1)CC[C@@H]3[C@@H]2C[C@H]([C@]4([C@@]3(CC[C@@H]4C5=CC(=O)OC5)O)C)OC(=O)C)C